4,7-bis(4,4,5,5-tetramethyl-1,3,2-dioxaborolan-2-yl)-1H-indole CC1(OB(OC1(C)C)C1=C2C=CNC2=C(C=C1)B1OC(C(O1)(C)C)(C)C)C